C(C)(C)(C)OC(=O)N[C@H](CCCOC1=NC=C(C(=C1)N(C(OC(C)(C)C)=O)C1=CC(=NN1C(C)(C)C)[C@@H]1C[C@@H](CC1)O[Si](C)(C)C(C)(C)C)F)C tertbutyl (2-(((S)-4-((tert-butoxycarbonyl)amino)pentyl)oxy)-5-fluoropyridin-4-yl)(1-(tert-butyl)-3-((1S,3R)-3-((tert-butyldimethylsilyl)oxy)cyclopentyl)-1H-pyrazol-5-yl)carbamate